2-(2-(4-methylcyclohex-3-en-1-yl)propyl)cyclopentanone tert-butyl-(1S,4S)-5-(((R)-1-(3-methoxyphenyl)ethyl)carbamoyl)-2,5-diazabicyclo[2.2.1]heptane-2-carboxylate C(C)(C)(C)OC(=O)N1[C@@H]2CN([C@H](C1)C2)C(N[C@H](C)C2=CC(=CC=C2)OC)=O.CC2=CCC(CC2)C(CC2C(CCC2)=O)C